tert-butyl (R)-1-(4-cyanomethylpiperidin-1-yl)-2-(1-hydroxyethyl)imidazo[4,5-d]pyrrolo[2,3-b]pyridin-6(1H)-carboxylate C(#N)CC1CCN(CC1)N1C(=NC=2C1=C1C(=NC2)N(C=C1)C(=O)OC(C)(C)C)[C@@H](C)O